(S)-3-(3-(4-hydroxy-1-methyl-2-oxo-1,2-dihydropyridin-3-yl)ureido)-3-(4'-methyl-[2,3'-bithiophene]-5-yl)propanoic acid ethyl ester C(C)OC(C[C@@H](C1=CC=C(S1)C1=CSC=C1C)NC(=O)NC=1C(N(C=CC1O)C)=O)=O